tert-Butyl 3-allyl-4-{[(3-{2-[allyl(methyl)amino]ethoxy}pyridin-4-yl)methyl]amino}-5-{[(3-fluoro-2-methoxyphenyl)amino]carbonothioyl}-6-oxo-3,6-dihydropyridine-1(2H)-carboxylate C(C=C)C1CN(C(C(=C1NCC1=C(C=NC=C1)OCCN(C)CC=C)C(=S)NC1=C(C(=CC=C1)F)OC)=O)C(=O)OC(C)(C)C